S(=O)([O-])[O-].[Na+].N(CCO)(CCO)CCO.[Na+] triethanolamine sodium sulfite